(4-fluoro-3-methyl-2-oxo-2,3-dihydrobenzo[d]oxazol-5-yl)boronic acid FC1=C(C=CC2=C1N(C(O2)=O)C)B(O)O